3-Ethyl(hydroxy-diphenyl-methyl)-7-methoxy-imidazo[1,2-a]pyridine-6-carboxylic acid (1-ethyl-1H-[1,2,4]triazol-3-yl)-amide C(C)N1N=C(N=C1)NC(=O)C=1C(=CC=2N(C1)C(=C(N2)C(C2=CC=CC=C2)(C2=CC=CC=C2)O)CC)OC